C(C)N1CCN(CC1)C1CCN(CC1)C1=C(C=C(N)C=C1)F 4-(4-(4-ethylpiperazin-1-yl)piperidin-1-yl)-3-fluoroaniline